BrC1=C(C=C(C=C1C)OCCCCCCC)C 2-bromo-5-(heptyloxy)-1,3-dimethylbenzene